FC1=C(NC=2C(=NC(=C(N2)OC)C=2C3=C(C=NC2)N(C=N3)C)C(=O)N)C=CC(=C1)CN1CCOCC1 3-[2-Fluoro-4-(morpholinomethyl)anilino]-5-methoxy-6-(3-methylimidazo[4,5-c]pyridin-7-yl)pyrazin-2-carboxamid